BrC=1C(=C(C#N)C=CC1)CC1N(C(C2=CC=CC=C12)=O)CC1=CC2=C(NC(O2)=O)C=C1 3-bromo-2-((3-oxo-2-((2-oxo-2,3-dihydrobenzo[d]oxazol-6-yl)methyl)isoindolin-1-yl)methyl)benzonitrile